4-((2S,4S)-4-(allyloxy)-1-(tert-butoxycarbonyl)piperidin-2-yl)-3-(hex-5-en-1-yloxy)benzoic acid C(C=C)O[C@@H]1C[C@H](N(CC1)C(=O)OC(C)(C)C)C1=C(C=C(C(=O)O)C=C1)OCCCCC=C